CC1=C(OC2=C1C(CC1(CC1)C2)=O)C(=O)OCC ethyl 3-methyl-4-oxo-4,7-dihydro-5H-spiro[[1]benzofuran-6,1'-cyclopropane]-2-carboxylate